NC1(CCC1)C1=CC=C(C=C1)C1=NC=2C=CN3C(C2C=C1C1=CC=CC=C1)=NNC3=O 8-[4-(1-aminocyclobutyl)phenyl]-9-phenyl-1,2,4-triazolo[3,4-f][1,6]naphthyridin-3(2H)-one